(2S)-2-(4,4-difluoro-3-(5-oxo-4,5-dihydropyrazin-2-yl)piperidin-1-yl)-N-(6,7-dihydro-5H-indeno[5,6-d]thiazol-2-yl)propanamide FC1(C(CN(CC1)[C@H](C(=O)NC=1SC2=C(N1)C=C1CCCC1=C2)C)C=2N=CC(NC2)=O)F